C(C1=CC=CC=C1)C1N(CCC(C1)=NNS(=O)(=O)C1=CC=C(C=C1)C)C(=O)OCCOC(C)C 2-IsopropoxyEthanol benzyl-4-[(4-methylbenzenesulfonamido)imino]piperidine-1-carboxylate